C(C)(C)OC1=NC=2N(C=C1C(=O)NC=1C(N(C=CC1)[C@H]1CC13CC3)=O)C=C(N2)[C@]23CO[C@](CC2)(C3)C 7-isopropoxy-2-((1R,4S)-1-methyl-2-oxabicyclo[2.2.1]heptan-4-yl)-N-(2-oxo-1-((S)-spiro[2.2]pentan-1-yl)-1,2-dihydropyridin-3-yl)imidazo[1,2-a]pyrimidine-6-carboxamide